C(C1=CC=CC=C1)(=O)OC1=C(C=O)C=CC=C1 o-benzoyloxybenzaldehyde